methyl (1E)-4-((tert-butoxycarbonyl)((1r,4r)-4-methoxycyclohexyl)amino)but-2-enoate C(C)(C)(C)OC(=O)N(CC=CC(=O)OC)C1CCC(CC1)OC